OC1=C(C=C(CNC(C2=C(C=C(C=C2)O)O)=O)C=C1)OC 2,4-dihydroxybenzoic acid N-(4-hydroxy-3-methoxybenzyl)amide